C(C)OC=1C(=C(C(=C2C=NNC12)C1=CC=C2C(=N1)SC(=N2)NC(=O)C2C(C2)F)SC)F N-(5-(7-ethoxy-6-fluoro-5-(methylthio)-1H-indazol-4-yl)thiazolo[5,4-b]pyridin-2-yl)-2-fluorocyclopropane-1-carboxamide